tris(4-carbazol-9-yl-phenyl)amine C1=CC=CC=2C3=CC=CC=C3N(C12)C1=CC=C(C=C1)N(C1=CC=C(C=C1)N1C2=CC=CC=C2C=2C=CC=CC12)C1=CC=C(C=C1)N1C2=CC=CC=C2C=2C=CC=CC12